tert-butyl 4-[4-[1-(tert-butylsulfinylamino)ethyl]pyrazol-1-yl]piperidine-1-carboxylate C(C)(C)(C)S(=O)NC(C)C=1C=NN(C1)C1CCN(CC1)C(=O)OC(C)(C)C